methyl 2-(2-(2-(4-((6-azidohexanamido)methyl)phenyl)thiazole-4-carboxamido)acrylamido)acrylate N(=[N+]=[N-])CCCCCC(=O)NCC1=CC=C(C=C1)C=1SC=C(N1)C(=O)NC(C(=O)NC(C(=O)OC)=C)=C